C(#N)CN1C(=CC2=CC(=CC=C12)CNC1CCOCC1)C#CC 3-[1-(cyanomethyl)-5-{[(oxan-4-yl)amino]methyl}-1H-indol-2-yl]prop-2-yn